ClC1=C(CN2CCN(C3=CC=CC=C23)C(CN2CCN(CC2)C)=O)C=CC=C1 1-(4-(2-Chlorobenzyl)-3,4-dihydroquinoxalin-1(2H)-yl)-2-(4-methylpiperazin-1-yl)ethan-1-one